The molecule is the hydrochloride salt of atomoxetine. It has a role as an antidepressant and an adrenergic uptake inhibitor. It contains an atomoxetine. CC1=CC=CC=C1O[C@H](CCNC)C2=CC=CC=C2.Cl